(R)-N8-(3,3-dimethylbut-2-yl)-N2-(2-ethoxy-6-methyl-5,6,7,8-tetrahydro-1,6-naphthyridin-3-yl)pyrido[3,4-d]pyrimidine-2,8-diamine CC([C@@H](C)NC1=NC=CC2=C1N=C(N=C2)NC=2C(=NC=1CCN(CC1C2)C)OCC)(C)C